O=C1NCN(N2C1=CC(C(=C2)C(NCC2=C(C=C(C=C2F)F)F)=O)=O)C(=O)[O-] 4,6-dioxo-7-((2,4,6-trifluorobenzyl)carbamoyl)-2,3,4,6-tetrahydro-1H-pyrido[2,1-f][1,2,4]triazine-1-carboxylate